C(CCCCCCCCCCCCCCCCC)(=O)OC[C@@H](OO)COP(=O)(O)OCC[N+](C)(C)C 1-stearoyl-2-hydroxy-sn-glycero-3-phosphorylcholine